C(C)OC(=O)C=1N(C=CN1)CCOC(C)=O (2-acetoxyethyl)-1H-imidazole-2-carboxylic acid ethyl ester